ClCC(=O)NS(=O)(=O)C N-(2-chloroacetyl)methanesulfonamide